(S)-1-(4-cyclobutyl-3-(3,3-difluorocyclobutyl)-1-methyl-1H-pyrazol-5-yl)-3-(1-cyclopropylethyl)urea C1(CCC1)C=1C(=NN(C1NC(=O)N[C@@H](C)C1CC1)C)C1CC(C1)(F)F